5-(3-(3,5-bis(trifluoromethyl)phenyl)-1H-1,2,4-triazol-1-yl)-1-phenyl-1H-1,2,3-triazole-4-carbonitrile FC(C=1C=C(C=C(C1)C(F)(F)F)C1=NN(C=N1)C1=C(N=NN1C1=CC=CC=C1)C#N)(F)F